C1(CC1)C1=C(C=C(C(=C1)I)C)N(C(C#CC)=O)C1=CC=C2C(=N1)C(=NN2C)O[C@H]2CC([C@H](CC2)C(=O)O)(C)C (1S,4R)-4-((5-(N-(2-cyclopropyl-4-iodo-5-methylphenyl)but-2-ynamido)-1-methyl-1H-pyrazolo[4,3-b]pyridin-3-yl)oxy)-2,2-dimethylcyclohexane-1-carboxylic acid